tert-butyl ((4-aminopyridin-2-yl)sulfonyl)(tertbutyl)carbamate NC1=CC(=NC=C1)S(=O)(=O)N(C(OC(C)(C)C)=O)C(C)(C)C